N1CC(C1)CNC(=O)C1CCN(CC1)C(C1=C(C=C(C=C1)NC=1C=2N(C=CN1)C(=CN2)C2=CC=C(C=C2)OC(F)F)C)=O N-(azetidin-3-ylmethyl)-1-(4-((3-(4-(difluoromethoxy)phenyl)imidazo[1,2-a]pyrazin-8-yl)amino)-2-methylbenzoyl)piperidine-4-carboxamide